4-(5-cyclopropyl-6-((5-cyclopropyl-1H-pyrazol-3-yl)amino)-2-((2,6-difluoro-4-(methylsulfonyl)phenyl)(methyl)amino)pyrimidin-4-yl)-1-methyl-1H-imidazole-2-carbonitrile C1(CC1)C=1C(=NC(=NC1NC1=NNC(=C1)C1CC1)N(C)C1=C(C=C(C=C1F)S(=O)(=O)C)F)C=1N=C(N(C1)C)C#N